O1C(=NCC1)C1=C(C=CC=C1)C=1OCCN1 1,2-bis(2-oxazolinyl)benzene